2-(3-(1,3-dioxolan-2-yl)-4-fluoro-2-methylphenoxylethyl)(3-fluoropropyl)carbamate O1C(OCC1)C=1C(=C(OCCC(CNC([O-])=O)CF)C=CC1F)C